3,6-dimethoxybenzene-1,2-diamine COC1=C(C(=C(C=C1)OC)N)N